3-(3,4-difluorobenzyl)-1-(4-(pyridin-4-yl)phenyl)-1,5-dihydro-2H-pyrrol-2-one FC=1C=C(CC=2C(N(CC2)C2=CC=C(C=C2)C2=CC=NC=C2)=O)C=CC1F